(5-methyl-7H-pyrrolo[2,3-d]pyrimidin-4-yl)-3,4-dihydro-2H-1,4-thiazine-6-carboxamide CC1=CNC=2N=CN=C(C21)C2SC(=CNC2)C(=O)N